((1S*,3S*)-2,2-difluoro-3-(4-methylpyrimidin-2-yl)cyclopropyl)methanol FC1([C@@H]([C@H]1C1=NC=CC(=N1)C)CO)F |o1:2,3|